4-mercapto-benzenesulfonamide SC1=CC=C(C=C1)S(=O)(=O)N